1-[3-[Cyclopropyl-fluoro-(4-methyl-4H-1,2,4-triazol-3-yl)methyl]phenyl]-6-fluoro-4-[[(3S)-3-methyl-1-piperidinyl]methyl]benzo[cd]indol-2(1H)-one C1(CC1)C(C=1C=C(C=CC1)N1C(C2=C3C(C(=CC=C13)F)=CC(=C2)CN2C[C@H](CCC2)C)=O)(C2=NN=CN2C)F